6-chloro-7-(2-fluoro-5-methylphenyl)-1-(4-methyl-6-(2-propanyl)-5-pyrimidinyl)-4-((2S)-2-methyl-4-(2-propenoyl)-1-piperazinyl)pyrido[2,3-d]pyrimidin-2(1H)-one ClC1=CC2=C(N(C(N=C2N2[C@H](CN(CC2)C(C=C)=O)C)=O)C=2C(=NC=NC2C(C)C)C)N=C1C1=C(C=CC(=C1)C)F